ClC1=C(C=CC=C1)[C@]1([C@H](CCCC1)N[C@@H](C)C1=CC=CC=C1)NC (1R,2S)-1-(2-chlorophenyl)-N1-methyl-N2-((S)-1-phenylethyl)cyclohexane-1,2-diamine